5-(2-(5-((1R,4R,7R)-7-Amino-2-azabicyclo[2.2.1]heptan-2-carbonyl)-7-methoxy-1-methyl-1H-benzo[d]imidazol-2-yl)-1-(cyclopropylmethyl)-1H-indol-7-yl)-3-hydroxy-3-methylindolin-2-on N[C@H]1[C@@H]2N(C[C@H]1CC2)C(=O)C2=CC1=C(N(C(=N1)C=1N(C3=C(C=CC=C3C1)C=1C=C3C(C(NC3=CC1)=O)(C)O)CC1CC1)C)C(=C2)OC